C[Si](C(C)C1=C(C(=C(C=C1)[SiH](C)C)[SiH](C)C)CC[SiH2]C(NCCC[Si](C)(OCC)OCC)NCCC[Si](OCC)(OCC)C)(OC)OC 1-Methyldimethoxysilylethyldimethylsilyl-3-bis(methyldiethoxysilylpropylamino)methylsilylethyldimethylsilylbenzene